COC(C1=C(C=CC=C1)NC(C)C=1C=C(C=C2C(C=C(OC12)C1=NC2=CC=CN=C2C=C1)=O)C)=O 2-[1-[6-methyl-2-(1,5-naphthyridin-2-yl)-4-oxo-chromen-8-yl]ethylamino]benzoic acid methyl ester